4-styrenesulfonic acid ethyl ester C(C)OS(=O)(=O)C1=CC=C(C=C)C=C1